C12(CC(C1)C2)COC2=C(C(=C(NC=1C3=C(N=CN1)C=CC(=N3)O[C@@H]3CN(CC3)C(C=C)=O)C=C2)F)Cl 1-[(3S)-3-[4-[4-(1-Bicyclo[1.1.1]pentanylmethoxy)-3-chloro-2-fluoro-anilino]pyrido[3,2-d]pyrimidin-6-yl]oxypyrrolidin-1-yl]prop-2-en-1-one